1-(2-(3,5-Bis(trifluoromethyl)phenyl)-2-oxoethyl)-3,5-dimethylpyridin-1-ium bromide [Br-].FC(C=1C=C(C=C(C1)C(F)(F)F)C(C[N+]1=CC(=CC(=C1)C)C)=O)(F)F